(R)-N-(4-cyclohexylbenzyl)-N-(3-hydroxy-4-(hydroxycarbamoyl)phenyl)-1-((perfluorophenyl)sulfonyl)azetidine-2-carboxamide C1(CCCCC1)C1=CC=C(CN(C(=O)[C@@H]2N(CC2)S(=O)(=O)C2=C(C(=C(C(=C2F)F)F)F)F)C2=CC(=C(C=C2)C(NO)=O)O)C=C1